C1(CC1)C(=O)NC1=NC=C(C(=O)NOC)C(=C1)NC1=C(C(=CC=C1)C1=NN(C=C1)C)OCC(F)(F)F 6-(Cyclopropanecarboxamido)-N-methoxy-4-((3-(1-methyl-1H-pyrazol-3-yl)-2-(2,2,2-trifluoroethoxy)phenyl)amino)nicotinamide